NC1=NC=CC(=C1)C1=CNC=2N=CN=C(C21)NCC2=NC(=CC=C2)N2C[C@H](N([C@H](C2)C)C)C 5-(2-Aminopyridin-4-yl)-N-((6-((3R,5S)-3,4,5-trimethylpiperazin-1-yl)pyridin-2-yl)methyl)-7H-pyrrolo[2,3-d]pyrimidin-4-amine